O1C(OCC1)C1CCN(CC1)C=1C=C(N)C=CC1 3-[4-(1,3-Dioxolan-2-yl)piperidin-1-yl]aniline